CC1(N(C=CN1)[C@H](CC)C1=C(C=CC=C1)[N+](=O)[O-])C |r| 2,2-dimethyl-(R/S)-1-(2-nitrophenyl)propyl-1H-imidazole